3-(cyclopropylmethoxy)-4-(difluoromethoxy)-N-(3-(morpholine-4-carbonyl)phenyl)benzamide C1(CC1)COC=1C=C(C(=O)NC2=CC(=CC=C2)C(=O)N2CCOCC2)C=CC1OC(F)F